COC1=C2C=CC=C(C2=CC=C1)P(C1=CC=C(C=C1)C)(C1=CC=CC2=C(C=CC=C12)OC)=O bis(5-methoxynaphthyl)(4-methylphenyl)phosphine oxide